O=NP([O-])([O-])=O Oxophosphoramidat